C1(CCCCCCC1)C(C)(C)O cyclooctyl-isopropanol